2,5-dihydroxy-benzeneacrylic acid OC1=C(C=C(C=C1)O)C=CC(=O)O